4-[18F]Fluorobenzaldehyde [18F]C1=CC=C(C=O)C=C1